O=C1O[C@H](CN1C1=CC=C(C=C1)N1C(COCC1)=O)CN1C(C2=CC=CC=C2C1=O)=O 2-({(5S)-2-oxo-3-[4-(3-oxomorpholin-4-yl)phenyl]-1,3-oxazolidin-5-yl}methyl)-1H-isoindole-1,3(2H)-dione